benzo[c]benzopyrone C1(C=CC=C2C1=C1C(=CO2)C=CC=C1)=O